((1-(3-chloropyrazin-2-yl)cyclopentyl)methyl)-3,4-difluoroaniline ClC=1C(=NC=CN1)C1(CCCC1)CNC1=CC(=C(C=C1)F)F